ClC1=C(C(=C(C=C1Cl)Cl)Cl)O 2,3,5,6-Tetrachlorophenol